3-((5-(5-methoxy-1-(1-(methylsulfonyl)indolin-6-yl)-1H-benzo[d]imidazol-6-yl)pyridin-2-yl)oxy)-N,N-dimethylpropan-1-amine COC1=CC2=C(N(C=N2)C2=CC=C3CCN(C3=C2)S(=O)(=O)C)C=C1C=1C=CC(=NC1)OCCCN(C)C